C[C@]1(NCCC1)C1=NC2=C(N1)C(=CC=C2)C(=O)N 2-[(2R)-2-methyl-2-pyrrolidinyl]-1H-benzimidazole-7-carboxamide